C1=C(C=CC2=CC=CC=C12)NC1=NC(=NC=C1C(F)(F)F)N[C@@H]1CNCCC1 (S)-N4-(naphthalen-2-yl)-N2-(piperidin-3-yl)-5-(trifluoromethyl)pyrimidine-2,4-diamine